C(C)(=O)NC1=CC2=C(C=N1)C(=NN2C2OCCCC2)C2CN(C2)C(=O)OC(C)(C)C tert-butyl 3-(6-acetamido-1-tetrahydropyran-2-yl-pyrazolo[4,3-c]pyridin-3-yl)azetidine-1-carboxylate